CC1(CCS(CC1)(=O)=O)C=1C(=NN2C1C=CC=C2)C(=O)N (4-methyl-1,1-dioxidotetrahydro-2H-thiopyran-4-yl)pyrazolo[1,5-a]pyridine-2-carboxamide